N-cyclohexyl-5-(3-(p-tolyloxy)prop-1-yn-1-yl)-1H-pyrrolo[2,3-b]Pyridin-4-amine C1(CCCCC1)NC=1C2=C(N=CC1C#CCOC1=CC=C(C=C1)C)NC=C2